tert-butyl (6-((2-((4-methyl-5-nitrothiazol-2-yl)carbamoyl)phenyl)amino)-6-oxohexyl)carbamate CC=1N=C(SC1[N+](=O)[O-])NC(=O)C1=C(C=CC=C1)NC(CCCCCNC(OC(C)(C)C)=O)=O